CC1=NC=C(C=C1C(=O)O)C1=CC(=CC=C1)C(NC1=CC=C(C=C1)CS(=O)(=O)C1=CC=C(C=C1)C)=O 2-methyl-5-[3-[[4-(p-tolylsulfonylmethyl)phenyl]carbamoyl]phenyl]pyridine-3-carboxylic acid